(S)-4-(5-(5-bromo-1-ethyl-3-(3-hydroxy-2,2-dimethylpropyl)-1H-indol-2-yl)-6-(1-methoxyethyl)pyridin-3-yl)piperazine-1-carboxylic acid benzyl ester C(C1=CC=CC=C1)OC(=O)N1CCN(CC1)C=1C=NC(=C(C1)C=1N(C2=CC=C(C=C2C1CC(CO)(C)C)Br)CC)[C@H](C)OC